2-((4-(pyridin-4-yl)piperazin-1-yl)methyl)pyrazoline N1=CC=C(C=C1)N1CCN(CC1)CN1NCC=C1